1-(4-bromophenyl)-2-oxo-1,2-dihydropyridine-3-carbaldehyde BrC1=CC=C(C=C1)N1C(C(=CC=C1)C=O)=O